[Na+].C(N)(=O)OCC1=C(N2C([C@]([C@H]2SC1)(NC(CC=1SC=CC1)=O)OC)=O)C(=O)[O-] (6R,7S)-3-(carbamoyloxymethyl)7-methoxy-8-oxo-7-[2-(2-thienyl)acetamido]-5-thia-1-azabicyclo[4.2.0]oct-2-ene-2-carboxylic acid sodium salt